PROPYLENEGLYCOL MONO-2-METHYLBUTYRATE CC(C(=O)OC(CO)C)CC